11-amino-3,6,9-trioxaundecanoic acid NCCOCCOCCOCC(=O)O